3,7-dimethyloct-2,6-dien-1-yl palmitate C(CCCCCCCCCCCCCCC)(=O)OCC=C(CCC=C(C)C)C